N-(6-(3-(4-chlorobenzyl)ureido)spiro[3.3]heptan-2-yl)-2-hydroxybenzamide ClC1=CC=C(CNC(NC2CC3(CC(C3)NC(C3=C(C=CC=C3)O)=O)C2)=O)C=C1